2-bromo-6-methoxy-4-methylbenzo[D]Thiazole BrC=1SC2=C(N1)C(=CC(=C2)OC)C